COC(C=CC1=C(C=CC(=C1)O)O)=O 2,5-dihydroxycinnamic acid methyl ester